4-Fluoro-1,2-phenylenediamine FC1=CC(=C(C=C1)N)N